4-chloro-1-(2-chlorobenzyl)-1H-pyrazolo[4,3-c]pyridine ClC1=NC=CC2=C1C=NN2CC2=C(C=CC=C2)Cl